CC1CC2(OCCO2)CCC1=O 7-methyl-1,4-dioxaspiro[4.5]decan-8-one